NC[C@@H](CP(O)(=O)C)O (3-amino-2(S)-hydroxypropyl)methylphosphinic acid